(S)-1-(3-(4-amino-3-((2-methoxythiazol-4-yl)ethynyl)-1H-pyrazolo[3,4-d]pyrimidin-1-yl)pyrrolidin-1-yl)prop-2-en-1-one NC1=C2C(=NC=N1)N(N=C2C#CC=2N=C(SC2)OC)[C@@H]2CN(CC2)C(C=C)=O